1,1,1-trifluoro-3-hydroxypropan-2-yl 4-(1-bromo-7-fluoro-4,5-dihydroimidazo[1,2-a]quinolin-2-yl)piperidine-1-carboxylate BrC1=C(N=C2N1C1=CC=C(C=C1CC2)F)C2CCN(CC2)C(=O)OC(C(F)(F)F)CO